(trans)-4-acetoxycyclohexanecarboxylic acid C(C)(=O)O[C@@H]1CC[C@H](CC1)C(=O)O